COC1=C(C=CC=C1C1=NN(C=N1)C)NC1=NC=NC=C1C(=O)NC 4-((2-methoxy-3-(1-methyl-1H-1,2,4-triazol-3-yl)phenyl)amino)-N-methylpyrimidine-5-carboxamide